OCCOC1=CC=C(C=C1)C1(CC(C1)O)S(=O)(=O)C 3-[4-(2-hydroxyethoxy)phenyl]-3-methanesulfonylcyclobutan-1-ol